rac-benzyl (1R,2S,6R)-2-(4-bromophenyl)-6-(((4-isopropylphenyl)amino)methyl)cyclohexane-1-carboxylate BrC1=CC=C(C=C1)[C@@H]1[C@H]([C@@H](CCC1)CNC1=CC=C(C=C1)C(C)C)C(=O)OCC1=CC=CC=C1 |r|